(but-2-ene-1,4-diylbis(azanediyl))bis(5-aminonicotinamide) C(C=CCNC1=C(C(=O)N)C=C(C=N1)N)NC1=C(C(=O)N)C=C(C=N1)N